20-[(dimethylamino)methyl]-25-oxa-16λ6-thia-11,13,14,17,27,32-hexaazahexacyclo[24.3.1.112,15.117,20.02,10.05,9]dotriaconta-1(29),2,4,9,12,14,26(30),27-octaene-16,16-dioxide CN(C)CC12CCN(S(C3=NN=C(NC4=C5CCCC5=CC=C4C4=CC=NC(OCCCC1)=C4)N3)(=O)=O)C2